S1C(=CC=C1)CN1CCSCC1 4-(thiophen-2-ylmethyl)thiomorpholine